BrC1=C(C=C2C(=NC(=NC2=C1F)Cl)C1OC2(C1)COCCNC2)F (7-bromo-2-chloro-6,8-difluoroquinazolin-4-yl)-1,6-dioxa-9-azaspiro[3.6]decane